5-ethyl-5-hydroxy-1,4,5,6,7,8,9,10-octahydro-2H-3,7-methanoazacycloundecino[5,4-b]indole-9-carboxylate C(C)C1(CC2CC(C=3NC=4C=CC=CC4C3CCN(C1)C2)C(=O)[O-])O